1-(4-fluorophenyl)-6-ethoxy-2-oxo-1,2-dihydropyridine-3-carboxamide FC1=CC=C(C=C1)N1C(C(=CC=C1OCC)C(=O)N)=O